(2-fluoroethyl) (trifluoromethyl) sulfite S(=O)(OCCF)OC(F)(F)F